ClC1=CC=C(C(=N1)OCC1=CC(=CC=C1)C#N)C(=O)OC methyl 6-chloro-2-[(3-cyanophenyl) methoxy]pyridine-3-carboxylate